7-thianthrenediformyl chloride C1(=CC=CC=2SC3=CC(=CC=C3SC12)C(=O)Cl)C(=O)Cl